3-(4-fluorophenyl)pyrrolidine FC1=CC=C(C=C1)C1CNCC1